2-(2-fluorophenyl)-5-methylpyrazolo[1,5-a]pyrimidine-3-carboxylic acid FC1=C(C=CC=C1)C1=NN2C(N=C(C=C2)C)=C1C(=O)O